2-(2-chloropyridin-4-yl)-4-(3-phenoxybenzal)oxazol-5(4H)-one ClC1=NC=CC(=C1)C=1OC(C(N1)=CC1=CC(=CC=C1)OC1=CC=CC=C1)=O